C1(CCCCC1)CC=1NC(=NN1)C(=O)OCC ethyl 5-(cyclohexylmethyl)-4H-1,2,4-triazole-3-carboxylate